2-(1,4-dimethyl-3-(trifluoromethyl)-7-oxabicyclo[2.2.1]hepta-2,5-diene-2-carboxamido)ethan CC12C(=C(C(C=C1)(O2)C)C(F)(F)F)C(=O)NCC